FC1=CC=C(C=C1)C1=NN(C(=C1)CO)C(CO)C 2-(3-(4-fluorophenyl)-5-(hydroxymethyl)-1H-pyrazol-1-yl)propan-1-ol